tert-butyl 3-[7-(2-methoxy-4,6-dimethyl-phenyl)-1,8-naphthyridin-2-yl]-4-oxo-piperidine-1-carboxylate COC1=C(C(=CC(=C1)C)C)C1=CC=C2C=CC(=NC2=N1)C1CN(CCC1=O)C(=O)OC(C)(C)C